methyl(5-isopropyl-4-(trifluoromethyl)pyridin-2-yl)carbamimidothioate CSC(NC1=NC=C(C(=C1)C(F)(F)F)C(C)C)=N